methyl 4-[4-[trans-(4-aminocyclohexyl)amino]-3-[(Z)-N'-(2-chloro-5-fluoro-phenyl)carbamimidoyl]pyrrolo[1,2-b]pyridazin-6-yl]-3-methyl-benzoate N[C@@H]1CC[C@H](CC1)NC=1C=2N(N=CC1/C(/N)=N/C1=C(C=CC(=C1)F)Cl)C=C(C2)C2=C(C=C(C(=O)OC)C=C2)C